NC=1NC(C=2N(C(N(C2N1)[C@@H]1O[C@@H]([C@@H]([C@H]1O)O)CO)=O)CCOC)=O 2-amino-9-((2r,3r,4r,5r)-3,4-dihydroxy-5-(hydroxymethyl)tetrahydrofuran-2-yl)-7-(2-methoxyethyl)-7,9-dihydro-1H-purine-6,8-dione